N-(4-fluoro-3-methylphenyl)-5-(2-((1-hydroxy-2-methylpropan-2-yl)amino)-2-oxoacetyl)-2,3-dihydro-1H-pyrrolizine-7-carboxamide FC1=C(C=C(C=C1)NC(=O)C=1C=C(N2CCCC12)C(C(=O)NC(CO)(C)C)=O)C